CC1=CC=C(C(=O)NC2=C(C=CC=C2)C(F)(F)F)C=C1 4-methyl-N-(2-(trifluoromethyl)phenyl)benzamide